COC1=C(C=C(C=C1)C=C(C)[N+](=O)[O-])OC 1,2-Dimethoxy-4-(2-nitropropenyl)benzene